6-OXO-3H-PYRIMIDINE-4-CARBOXYLIC ACID O=C1C=C(NC=N1)C(=O)O